ClC1=C(C=C(C=C1)NC(OC1=CC=CC=C1)=O)C#CC1CC1 phenyl (4-chloro-3-((cyclopropyl)ethynyl)phenyl)carbamate